C(#N)N=C(N)N.Cl cyanoguanidine monohydrochloride